2-(3-{2-[(3R)-3-fluoropyrrolidin-1-yl]ethoxy}phenyl)ethan-1-amine F[C@H]1CN(CC1)CCOC=1C=C(C=CC1)CCN